CC1=NC=2CCCCC2C(=N1)NC=1C(=NNC1)C(=O)NC1=CC=C(C=C1)CN1CCOCC1 4-((2-methyl-5,6,7,8-tetrahydroquinazolin-4-yl)amino)-N-(4-(morpholinomethyl)phenyl)-1H-pyrazole-3-carboxamide